COC1=CC=C(C=C1)C=1N=CN2C1C(=NC=C2)N 1-(4-methoxyphenyl)imidazo[1,5-a]pyrazin-8-amine